FC(C1=NN=C(O1)C1=CC(=C(C=C1)CN(C1=CC=C(C=C1)C=1CCN(CC1)C(=O)OC(C)(C)C)C(=O)N1CCSCC1)F)F tert-butyl 4-[4-[[4-[5-(difluoromethyl)-1,3,4-oxadiazol-2-yl]-2-fluoro-phenyl]methyl-(thiomorpholin-4-carbonyl)amino]phenyl]-3,6-dihydro-2H-pyridin-1-carboxylate